9-benzyl-3-(trifluoromethyl)-7,7a,8,9,10,11-hexahydropyrazino[1,2-d]pyrido[3,2-b][1,4]diazepin-6(5H)-one C(C1=CC=CC=C1)N1CC2N(C3=C(NC(C2)=O)C=C(C=N3)C(F)(F)F)CC1